C1=C(C(=CC2=CC3=CC(=C(C=C3C=C12)C(=O)OC)C(=O)OC)C(=O)OC)C(=O)OC tetramethyl 2,3,6,7-anthracenetetracarboxylate